4-(4-amino-3-(4-phenoxyphenyl)-1H-pyrazolo[3,4-d]pyrimidin-1-yl)piperidine hydrochloride Cl.NC1=C2C(=NC=N1)N(N=C2C2=CC=C(C=C2)OC2=CC=CC=C2)C2CCNCC2